ClCCCOC1=CC=C(C=C1)C=1C=C2C(=CC=NC2=CC1)C(=O)OC methyl 6-(4-(3-chloropropoxy)phenyl)quinoline-4-carboxylate